(E)-7-(4-chlorobenzyl)-1-(3-hydroxypropyl)-3-methyl-2,6-dioxo-2,3,6,7-tetrahydro-1H-purine-8-carbaldehyde-O-(tert-butyl) oxime C(C)(C)(C)O\N=C\C1=NC=2N(C(N(C(C2N1CC1=CC=C(C=C1)Cl)=O)CCCO)=O)C